FC=1C=C(C=C(C1CCN1C[C@@H](C([C@@H](C1)OCC1=CC=CC=C1)OCC1=CC=CC=C1)OCC1=CC=CC=C1)F)N1CCOCC1 4-(3,5-difluoro-4-(2-((3S,4r,5R)-3,4,5-tris(benzyloxy)piperidin-1-yl)ethyl)phenyl)morpholine